COC1=CC=C(C=N1)OC1CCN(CC1)C1=C(C(=NC=N1)N1CC2=NC=CC=C2C1)C 6-(6-(4-((6-methoxypyridin-3-yl)oxy)piperidin-1-yl)-5-methylpyrimidin-4-yl)-6,7-dihydro-5H-pyrrolo[3,4-b]pyridine